C(C)OC(C(C(=O)OCC)(C(C)C1=CC=CC=C1)NC(C)=O)=O 2-acetylamino-2-(1-phenylethyl)malonic acid diethyl ester